F[P-](F)(F)(F)(F)F.C1(=CC=C(C=C1)[S+](C1=CC=C(C=C1)C)C1=CC=C(C=C1)C)C Tri-p-tolyl-sulfonium hexafluorophosphate salt